4-chloro-2-(cyclopropoxy)-6-(4-iodo-2-methyl-pyrazol-3-yl)benzonitrile ClC1=CC(=C(C#N)C(=C1)C=1N(N=CC1I)C)OC1CC1